3-(4-(isopropylsulfanyl)-2,5-dimethoxyphenyl)pyridine C(C)(C)SC1=CC(=C(C=C1OC)C=1C=NC=CC1)OC